C1(=C(C=CC=C1)NC(=O)N)C N-tolylurea